tert-butyl (S)-(2-(4-(5-((4-amino-2-(pentan-2-yloxy)imidazo[2,1-f][1,2,4]triazin-7-yl)methyl)-3-methylpyridin-2-yl)piperazin-1-yl)-2-oxoethyl)(methyl)carbamate NC1=NC(=NN2C1=NC=C2CC=2C=C(C(=NC2)N2CCN(CC2)C(CN(C(OC(C)(C)C)=O)C)=O)C)O[C@@H](C)CCC